IC=1C=C(C=CC1)C=1SC=2N=CN=C(C2N1)N (3-iodophenyl)thiazolo[5,4-d]pyrimidin-7-amine